NC1=C(C=CC=C1)C=1C=C2C(=NC1)NN=C2C(=O)C=2C(=C(C=CC2F)NS(=O)(=O)CCC)F N-(3-(5-(2-aminophenyl)-1H-pyrazolo[3,4-b]pyridine-3-carbonyl)-2,4-difluorophenyl)-propane-1-sulfonamide